methyl 9-{4-amino-3-[4-(difluoromethanesulfonamido)-3-fluorophenyl]-1-methyl-1H-pyrazolo[4,3-c]pyridin-7-yl}non-8-ynoate NC1=NC=C(C2=C1C(=NN2C)C2=CC(=C(C=C2)NS(=O)(=O)C(F)F)F)C#CCCCCCCC(=O)OC